3,5,13,15-tetrakis(mercaptomethylthio)-1,17-dimercapto-2,6,8,10,12,16-hexathiaheptadecane SCSC(SCS)CC(SCSCSCSC(CC(SCS)SCS)SCS)SCS